OCP(=O)CCC(C(=O)O)=O 4-(hydroxymethylphosphinyl)-2-oxobutanoic acid